ClC1=C(C=C(C(=O)NC2=CC(=C(C=C2)C)NC2=NC=CC=C2C2=C3N=CN(C3=NC=N2)C2OCCCC2)C=C1)C(C)(C)C#N 4-chloro-3-(2-cyanopropan-2-yl)-N-(4-methyl-3-((3-(9-(tetrahydro-2H-pyran-2-yl)-9H-purin-6-yl)pyridin-2-yl)amino)phenyl)benzamide